NCC(=O)C1=CC(=C(C(=C1)[N+](=O)[O-])C)F 2-amino-1-(3-fluoro-4-methyl-5-nitrophenyl)ethan-1-one